thiane 1,1-dioxide hydrochloride Cl.S1(CCCCC1)(=O)=O